O=C1NC(CCC1N1C(N(C2=C1C=CC(=C2)C2CN(C2)CC2=CC=C(C=C2)NC(OC(C)(C)C)=O)C)=O)=O tert-butyl N-[4-[[3-[1-(2,6-dioxo-3-piperidyl)-3-methyl-2-oxo-benzimidazol-5-yl] azetidin-1-yl]methyl]phenyl]carbamate